bis-TMS-acetylene [Si](C)(C)(C)C#C[Si](C)(C)C